Ethyl-6-((4-(2-methoxy-3-(1-methyl-1,2,4-triazol-3-yl)anilino)-5-(methylcarbamoyl)-2-pyridyl)amino)pyridine C(C)C1=NC(=CC=C1)NC1=NC=C(C(=C1)NC1=C(C(=CC=C1)C1=NN(C=N1)C)OC)C(NC)=O